4-(Dimethylamino)-1-(pyridin-2-ylmethyl)-7-(trifluoromethyl)pyrido[2,3-d]pyrimidin-2(1H)-one CN(C=1C2=C(N(C(N1)=O)CC1=NC=CC=C1)N=C(C=C2)C(F)(F)F)C